iodine (1-) bromine [Br+].[I-]